8a-Ethyl-2-[2-[(1-methylsulfonylpiperidin-4-yl)amino]-5-(trifluoromethyl)pyrimidin-4-yl]-7,8-dihydro-6H-thieno[2,3-a]pyrrolizin-4-one C(C)C12CCCN2C(C2=C1SC(=C2)C2=NC(=NC=C2C(F)(F)F)NC2CCN(CC2)S(=O)(=O)C)=O